tert-butyl 7-(2,6-dioxopiperidin-3-yl)-6-oxo-2,6,7,8-tetrahydrospiro[furo[2,3-e]isoindole-3,3'-pyrrolidine]-1'-carboxylate O=C1NC(CCC1N1C(C2=CC=C3C(=C2C1)OCC31CN(CC1)C(=O)OC(C)(C)C)=O)=O